6-(4-(6-chloro-1-(methyl-d3)-1H-indazol-4-yl)-2,6-difluorobenzyl)-6,7-dihydro-5H-pyrrolo[3,4-b]pyridin-5-one-7,7-d2 ClC1=CC(=C2C=NN(C2=C1)C([2H])([2H])[2H])C1=CC(=C(CN2C(C3=NC=CC=C3C2=O)([2H])[2H])C(=C1)F)F